C(#N)C1=CC(=NC=C1)NC(C1=C(C=CC=C1)F)=O N-(4-cyanopyridin-2-yl)-2-fluorobenzamid